COCC1CN(CC(O1)C)C1=NC(=NC=C1)C1=CN=C2N1C=C(N=C2)C(F)(F)F 2-(methoxymethyl)-6-methyl-4-(2-(6-(trifluoromethyl)imidazo[1,2-a]pyrazin-3-yl)pyrimidin-4-yl)morpholine